OC(=O)C(F)(F)F.N[C@H]1CN(CC1)C1=NC(=CC2=CC(=CC=C12)NC(C=C)=O)N1CCOCC1 (R)-N-(1-(3-aminopyrrolidin-1-yl)-3-morpholinoisoquinolin-6-yl)acrylamide TFA salt